(6-((5-Chloro-2-((5-ethyl-2-methoxy-4-(2-(pyrrolidin-1-yl)-7-azaspiro[3.5]Non-7-yl)phenyl)amino)pyrimidin-4-yl)amino)-2,3-dimethylphenyl)dimethylphosphine oxide ClC=1C(=NC(=NC1)NC1=C(C=C(C(=C1)CC)N1CCC2(CC(C2)N2CCCC2)CC1)OC)NC1=CC=C(C(=C1P(C)(C)=O)C)C